OC(C)(C)C1=CC=CC(=N1)N1NC(C=2C1=NC=NC2)=O 1-[6-(1-hydroxy-1-methyl-ethyl)-2-pyridinyl]Pyrazolo[3,4-d]Pyrimidin-3-one